4-((DIMETHOXYPHOSPHORYL)METHYL)PHENYLBORONIC ACID COP(=O)(OC)CC1=CC=C(C=C1)B(O)O